C[C@@H](CC)NC(O[C@H]1C[C@H](CC1)C1=CC(=NN1)NC(CC1=NC(=CN=C1)OC)=O)=O (1R,3S)-3-(3-{[(6-meth-oxypyrazin-2-yl)acetyl]-amino}-1H-pyrazol-5-yl)-cyclopentyl (2S)-butan-2-ylcarbamate